FC1=CC2=C(C=CO2)C=C1CC(C)N(C(OC(C)(C)C)=O)C tert-butyl (1-(6-fluorobenzofuran-5-yl)propan-2-yl)(methyl)carbamate